2-(4,4,5,5-tetramethyl-1,3,2-dioxaborolan-2-yl)-8-(trifluoromethoxy)dibenzo[b,f][1,4]oxazepin-11(10H)-one CC1(OB(OC1(C)C)C=1C=CC2=C(C(NC3=C(O2)C=CC(=C3)OC(F)(F)F)=O)C1)C